FC=1C=C(C(=O)NCC2CCN(CC2)C)C=C(C1)CN1C(C2=CC=C(C=C2C=C1)N1CCOCC1)=O 3-Fluoro-N-((1-methylpiperidin-4-yl)methyl)-5-((6-morpholino-1-oxoisoquinolin-2(1H)-yl)methyl)benzamide